6-Chloro-5-methoxy-1-(pyridazine-3-yl)-3-(1-(tetrahydro-2H-pyran-2-yl)-1H-pyrazol-4-yl)-1H-indole ClC1=C(C=C2C(=CN(C2=C1)C=1N=NC=CC1)C=1C=NN(C1)C1OCCCC1)OC